C(CCCCC(=O)OCCCCCCCCCCCCC)(=O)OCCCCCCCCCCCCC di(tridecyl) adipate